NC=1C(=NC(=C(N1)Cl)C1=CC=C(C=C1)N1CCN(CC1)C(C)C)C=1C=C2CCNC(C2=CC1)=O 6-(3-amino-5-chloro-6-(4-(4-isopropylpiperazin-1-yl)phenyl)pyrazin-2-yl)-3,4-dihydroisoquinolin-1(2H)-one